[Na+].S(=O)(=O)([O-])CCCOC1=CC=C(C(=O)C2=CC=CC=C2)C=C1 4-(3-sulfopropoxy)benzophenone sodium salt